OC1=CC=C(C(=N1)C)N1N=NC(=C1)C(=O)NCC=1SC(=NN1)C1=CC=CC=C1 1-(6-hydroxy-2-methylpyridin-3-yl)-N-((5-phenyl-1,3,4-thiadiazol-2-yl)methyl)-1H-1,2,3-triazole-4-carboxamide